(Furan-2-yl)-N5-(4-(oxetan-3-ylamino)phenethyl)-[1,2,4]triazolo[1,5-a][1,3,5]triazine-5,7-diamine acetate C(C)(=O)O.O1C(=CC=C1)C1=NN2C(N=C(N=C2N)NCCC2=CC=C(C=C2)NC2COC2)=N1